C(=O)C=1C=C(/C=C/C2=CC(CC(C2)(C)C)=C(C#N)C#N)C=CC1O (E)-2-(3-(3-formyl-4-hydroxystyryl)-5,5-dimethylcyclohex-2-en-1-ylidene)malononitrile